[(2S,3S,4E,6S,7S,10S)-7,10-dihydroxy-2-[(2E,4E)-8-[2-(methoxymethyl)phenyl]-6-methylocta-2,4-dien-2-yl]-3,7-dimethyl-12-oxo-1-oxacyclododec-4-en-6-yl] acetate C(C)(=O)O[C@H]1/C=C/[C@@H]([C@H](OC(C[C@H](CC[C@]1(C)O)O)=O)\C(\C)=C\C=C\C(CCC1=C(C=CC=C1)COC)C)C